FC=1C=C2C(=NC1)CN(C2)C(=O)NC2=CC=C(C=C2)C=2CCN(CC2)S(=O)(=O)CC(C)(C)O 3-fluoro-N-(4-(1-((2-hydroxy-2-methylpropyl)sulfonyl)-1,2,3,6-tetrahydropyridin-4-yl)phenyl)-5,7-dihydro-6H-pyrrolo[3,4-b]pyridine-6-carboxamide